5-((5-chloro-3-(2,2-difluoroethoxy)pyridin-2-yl)oxy)-3-((3-fluorooxetan-3-yl)methyl)-N-(4-methyl-1,1-dioxidotetrahydro-2H-thiopyran-4-yl)-3H-imidazo[4,5-b]pyridine-2-carboxamide ClC=1C=C(C(=NC1)OC1=CC=C2C(=N1)N(C(=N2)C(=O)NC2(CCS(CC2)(=O)=O)C)CC2(COC2)F)OCC(F)F